diazainium [NH+]1=NC=CC=C1